O=C1NC(CCC1N1C(C2=CC=CC(=C2C1=O)SCCCCCN1CCN(CC1)C1=CC=C(C(=O)N2CCC(CC2)CCCCNC(\C=C\C=2C=NC=CC2)=O)C=C1)=O)=O (E)-N-(4-(1-(4-(4-(5-((2-(2,6-dioxopiperidin-3-yl)-1,3-dioxoisoindolin-4-yl)thio)pentyl)piperazin-1-yl)benzoyl)piperidin-4-yl)butyl)-3-(pyridin-3-yl)acrylamide